ClC1=C(CCC2=CC(=CC=C12)OCC=1C=C2C(=NN(C2=CC1)C(C)C)Cl)CN1CCC(CC1)C(=O)O 1-[1-chloro-6-(3-chloro-1-isopropyl-1H-indazol-5-ylmethoxy)-3,4-dihydro-naphthalene-2-ylmethyl]-piperidine-4-carboxylic acid